7-[3-(4-carboxy-1H-pyrazol-1-yl)azetidin-1-yl]-6-fluoro-4-oxo-1-(1,3-thiazol-2-yl)-1,4-dihydro-1,8-naphthyridine-3-carboxylic acid C(=O)(O)C=1C=NN(C1)C1CN(C1)C1=C(C=C2C(C(=CN(C2=N1)C=1SC=CN1)C(=O)O)=O)F